BrC=1C=CC2=CN(N=C2C1)C12CCC(CC1)(CC2)CNC(C2=CC(=C(C(=C2)F)OCC2=CC=C(C=C2)OC)F)=O N-{[4-(6-bromo-2H-indazol-2-yl)bicyclo[2.2.2]octan-1-yl]methyl}-3,5-difluoro-4-[(4-methoxyphenyl)methoxy]benzamide